CC=1N=C(OC1)\C=C\C1=CC=C(C=C1)C(F)(F)F (E)-4-methyl-2-(4-(trifluoromethyl)styryl)oxazole